2-bromo-4-chlorophenol BrC1=C(C=CC(=C1)Cl)O